10-hydroxy-2-(2-trimethylsilylethoxymethyl)-2,4-diazadispiro[4.1.57.15]tridecane-1,3-dione OC1CCC2(CC3(NC(N(C3=O)COCC[Si](C)(C)C)=O)C2)CC1